FC=1C=CC(=C(C(=O)NCC2=C(C=C(C=C2)B2OCCCCC(C(O2)(C)C)(C)C)C)C1)OC 5-fluoro-2-methoxy-N-(2-methyl-4-(4,4,5,5-tetramethyl-1,3,2-dioxaboronan-2-yl)benzyl)benzamide